O=C1NC(CCC1N1CC2=CC=C(C=C2C1=O)NC1=CC=C(N=N1)C#N)=O 6-[[2-(2,6-dioxo-3-piperidyl)-3-oxo-isoindolin-5-yl]amino]pyridazine-3-carbonitrile